C1(CCCC1)N1C(C2=CC=C(C=C2C1)OCC=1C=C(C=CC1)C=1C=C(C(=O)O)C=CC1)=O 3-{3-[(2-cyclopentyl-1-oxoisoindolin-5-yloxy)methyl]phenyl}benzoic acid